5-(4-chloro-2-fluorophenyl)-2,3-dimethyl-7-((2S)-2-(1H-pyrazol-4-yl)-4-morpholinyl)pyrido[4,3-d]pyrimidin-4(3H)-one ClC1=CC(=C(C=C1)C1=NC(=CC=2N=C(N(C(C21)=O)C)C)N2C[C@@H](OCC2)C=2C=NNC2)F